1-(4-(7-chloro-6-(2,4-dichlorophenyl)quinazolin-4-yl)piperazin-1-yl)prop-2-en-1-one ClC1=C(C=C2C(=NC=NC2=C1)N1CCN(CC1)C(C=C)=O)C1=C(C=C(C=C1)Cl)Cl